BrC1=CC(=C(N)C(=C1)C)C 4-Bromo-2,6-dimethylaniline